N-((S)-4-((S)-8-(2-amino-7-fluorobenzo[d]thiazol-4-yl)-9-fluoro-2-(1-(morpholinomethyl)cyclopropyl)-3,4-dihydro-2H-pyrano[2,3-b][1,6]naphthyridin-5-yl)-1,4-oxazepan-6-yl)acrylamide NC=1SC2=C(N1)C(=CC=C2F)C2=NC=C1C(=C3C(=NC1=C2F)O[C@@H](CC3)C3(CC3)CN3CCOCC3)N3CCOC[C@H](C3)NC(C=C)=O